2-mercaptoethanesulfonate hydrochloride Cl.SCCS(=O)(=O)O